FC1=C(CN(S(=O)(=O)C)C2=CC(=CC=C2)F)C=CC(=C1)C=1OC(=NN1)C(F)(F)F N-(2-fluoro-4-(5-(trifluoromethyl)-1,3,4-oxadiazol-2-yl)benzyl)-N-(3-fluorophenyl)methanesulfonamide